ClC=1C=NC(=C(C(=O)NC2CCC(CC2)CN2C(N(C3=C2C=CC=C3)C=3C=NC(=CC3)N(C)CCOC)=O)C1)C 5-chloro-N-((1r,4r)-4-((3-(6-((2-methoxyethyl)(methyl)amino)pyridin-3-yl)-2-oxo-2,3-dihydro-1H-benzo[d]imidazol-1-yl)methyl)cyclohexyl)-2-methylnicotinamide